CS(=O)(=N)C=1C=C(C=CC1)NC(=O)C1=CC=NN1 N-(3-(S-methylsulfonimidoyl)phenyl)-1H-pyrazole-5-carboxamide